N-(1-cyanocyclobutyl)-6-(5-(3,5-dichloro-4-fluorophenyl)-5-(trifluoromethyl)-4,5-dihydroisoxazol-3-yl)-6,7-dihydro-5H-pyrrolo[3,4-d]pyrimidine-2-carboxamide C(#N)C1(CCC1)NC(=O)C=1N=CC2=C(N1)CN(C2)C2=NOC(C2)(C(F)(F)F)C2=CC(=C(C(=C2)Cl)F)Cl